ClC=1C=CC(=C(C1)C1=CC(N(C=C1OC)C(C(=O)O)CC)=O)C=1SC(=NN1)C(F)F 2-[4-{5-chloro-2-[5-(difluoromethyl)-1,3,4-thiadiazol-2-yl]phenyl}-5-methoxy-2-oxopyridin-1(2H)-yl]butanoic acid